(S)-6-(amino(cyclopropyl)methyl)-2-(3-(3,3-difluoro-1-((4-methyl-4H-1,2,4-triazol-3-yl)methyl)cyclobutyl)phenyl)-4-(trifluoromethyl)isoindolin-1-one N[C@H](C1=CC(=C2CN(C(C2=C1)=O)C1=CC(=CC=C1)C1(CC(C1)(F)F)CC1=NN=CN1C)C(F)(F)F)C1CC1